C(C(=O)C1=CC=CC=C1)S(=O)(=O)[O-].[Na+] sodium phenacyl-sulfonate